C(CCCC[C@@H]1SC[C@@H]2NC(=O)N[C@H]12)(=O)C(CCCCCCCCCCC(=O)OC[C@@H](OC(CCCCCCC\C=C/CCCCCCCC)=O)COP(=O)(O)OCCN)N 1-(12-biotinyl(aminododecanoyl))-2-oleoyl-sn-glycero-3-phosphoethanolamine